N-methyl-N-(2-hydroxyethyl)-N-(2-hydroxydodecyl)-N-benzyl-ammonium chloride [Cl-].C[N+](CC1=CC=CC=C1)(CC(CCCCCCCCCC)O)CCO